tert-butyl (4R)-3,3-difluoro-4-[4-[3-methyl-2-oxo-1-(2-trimethylsilylethoxymethyl)benzimidazol-4-yl]piperazin-1-yl]piperidine-1-carboxylate FC1(CN(CC[C@H]1N1CCN(CC1)C1=CC=CC=2N(C(N(C21)C)=O)COCC[Si](C)(C)C)C(=O)OC(C)(C)C)F